OC(=O)C(F)(F)F.ClC=1C(=C2C(=NC1OC)CNC2)C 3-Chloro-2-methoxy-4-methyl-6,7-dihydro-5H-pyrrolo[4,3-b]pyridine TFA salt